C(C)(C)(C)OC(C(CC)N1C(C=C(C(=C1)OC)C1=C(C=CC(=C1)Cl)C=1OC(=NN1)C(F)(F)F)=O)=O 2-[4-{5-chloro-2-[5-(trifluoromethyl)-1,3,4-oxadiazol-2-yl]phenyl}-5-methoxy-2-oxopyridin-1(2H)-yl]butanoic acid tert-butyl ester